methyl (S)-4-(4-(4-(4-((2-methoxy-12-oxo-6a,7,8,9,10,12-hexahydrobenzo[e]-pyrido[1,2-a][1,4]diazepin-3-yl)oxy)butanamido)-benzamido)phenyl)-1-methyl-1H-pyrrole-2-carboxylate COC1=CC2=C(N=C[C@H]3N(C2=O)CCCC3)C=C1OCCCC(=O)NC1=CC=C(C(=O)NC3=CC=C(C=C3)C=3C=C(N(C3)C)C(=O)OC)C=C1